tetraglycidyl-m-xylenediamine C(C1CO1)C(C=1C(=C(C(=C(C1CC1CO1)CC1CO1)N)C)N)CC1CO1